BrC=1C=C(C=CC1)C(C(=O)OC)(CCCC(CO[Si](C)(C)C(C)(C)C)(C)C)C([2H])([2H])[2H] methyl 2-(3-bromophenyl)-7-((tert-butyldimethylsilyl) oxy)-6,6-dimethyl-2-(methyl-d3)heptanoate